N=1N(N=CC1)C1=C(C=C(C=N1)NC(C1=C(N=C(C=C1)C=1C(=CC=C2C=CNC12)Cl)OC)=O)C(F)(F)F N-(6-(2H-1,2,3-triazol-2-yl)-5-(trifluoromethyl)pyridin-3-yl)-6-(6-chloro-1H-indol-7-yl)-2-methoxynicotinamide